COC(C1=C(C=C(C(=C1)F)C1=CC=CC=2CN(COC21)C(C2=C(C=C(C=C2Cl)N2CC(C2)(CO)F)Cl)=O)N2C1COCC2CC1)=O 4-[3-[2,6-Dichloro-4-[3-fluoro-3-(hydroxymethyl)azetidin-1-yl]benzoyl]-2,4-dihydro-1,3-benzoxazin-8-yl]-5-fluoro-2-(3-oxa-8-azabicyclo[3.2.1]oct-8-yl)benzoic acid methyl ester